C(C)(C)(C)OC(=O)N1[C@H](CN([C@@H](C1)C)C(C(=O)OC)C)C (2S,5R)-4-(1-methoxy-1-oxopropan-2-yl)-2,5-dimethylpiperazine-1-carboxylic acid tert-butyl ester